C[C@H]1[C@@H](C[C@H]([C@@H](O1)O[C@H](C)CCCCCCCCCC(=O)O)O)O The molecule is an (omega-1)-hydroxy fatty acid ascaroside obtained by formal condensation of the alcoholic hydroxy group of (11R)-11-hydroxylauric acid with ascarylopyranose (the alpha anomer). It is a metabolite of the nematode Caenorhabditis elegans. It has a role as a Caenorhabditis elegans metabolite. It is a monocarboxylic acid and an (omega-1)-hydroxy fatty acid ascaroside. It derives from an (11R)-11-hydroxylauric acid. It is a conjugate acid of an ascr#20(1-).